methyl 3-(6-bromo-7-methoxy-imidazo[1,2-a]pyridin-2-yl)propanoate BrC=1C(=CC=2N(C1)C=C(N2)CCC(=O)OC)OC